BrC1=CC=C(CN2CCC(CC2)C(=O)O)C=C1 1-(4-bromobenzyl)piperidine-4-carboxylic acid